di-tert-butyltetralin C(C)(C)(C)C1(CCCC2=CC=CC=C12)C(C)(C)C